C(C)OC(=O)C=1N(C(=C2C1CCC2=O)Cl)C 3-Chloro-2-methyl-4-oxo-2,4,5,6-tetrahydrocyclopenta[c]pyrrole-1-carboxylic acid ethyl ester